C([C@@H]([C@@H](C(=O)O)O)O)C(=O)C(=O)O The molecule is a glucaric acid derivative. It derives from a D-glucaric acid. It is a conjugate acid of a 2-dehydro-3-deoxy-D-glucarate(2-).